1-[2,4-dichloro-5-(2,2,2-trifluoroethyl)pyrimido[5,4-b]indol-8-yl]-N,N-dimethyl-methanamine ClC=1N=C(C=2N(C=3C=CC(=CC3C2N1)CN(C)C)CC(F)(F)F)Cl